(S)-1-methyl-1-(3-((4-((2-oxo-2-(2-(2-oxo-2-((pyridin-3-ylmethyl)amino)acetyl)pyrrolidin-1-yl)ethyl)carbamoyl)quinolin-6-yl)oxy)propyl)piperidin-1-ium iodide [I-].C[N+]1(CCCCC1)CCCOC=1C=C2C(=CC=NC2=CC1)C(NCC(N1[C@@H](CCC1)C(C(NCC=1C=NC=CC1)=O)=O)=O)=O